para-hydroxytetramethyl-piperidine OC1C(C(N(CC1)C)(C)C)C